4-((3-aminophenyl)(hydroxy)methyl)benzenesulfonamide NC=1C=C(C=CC1)C(C1=CC=C(C=C1)S(=O)(=O)N)O